6-(r-cyclopropyl-[1,4'-bipiperidin]-4-yl)-2-(3,4-dimethoxyphenyl)-1,4-dimethyl-1H-benzo[d]imidazole tris(2,2,2-trifluoroacetate) FC(C(=O)O)(F)F.FC(C(=O)O)(F)F.FC(C(=O)O)(F)F.C1(CC1)[C@@H]1N(CCC(C1)C=1C=C(C2=C(N(C(=N2)C2=CC(=C(C=C2)OC)OC)C)C1)C)C1CCNCC1